CC1=C(OC(C(=O)OCC)(C)C)C(=CC(=C1)CN1N=CN(C1=O)C1=CC(=C(C=C1)C(F)(F)F)C)C Ethyl 2-(2,6-dimethyl-4-((4-(3-meth-yl-4-(trifluoromethyl)phenyl)-5-oxo-4,5-dihydro-1H-1,2,4-triazol-1-yl)-methyl)phenoxy)-2-methylpropionate